FC1=C(C=CC(=C1F)C=1C=NN(C1)C1OCCCC1)N1CCC(CC1)CN1C(CCC1)=O 1-((1-(2,3-difluoro-4-(1-(tetrahydro-2H-pyran-2-yl)-1H-pyrazol-4-yl)phenyl)piperidin-4-yl)methyl)pyrrolidone